ClC1=C(C=C2C(=CNC2=C1)C(=O)O)C=1C(=NC(=CC1)N1CC2(C1)CNC2)OC 6-chloro-5-(2-methoxy-6-(2,6-diazaspiro[3.3]heptan-2-yl)pyridin-3-yl)-1H-indole-3-carboxylic acid